3-nitro-5,6,7,8-tetrahydronaphthalen-2-ol [N+](=O)([O-])C=1C(=CC=2CCCCC2C1)O